N-((5-(benzylthio)-3-fluoropyridin-2-yl)methyl)-2-methoxy-5-nitro-3-phenylpyridin-4-amine C(C1=CC=CC=C1)SC=1C=C(C(=NC1)CNC1=C(C(=NC=C1[N+](=O)[O-])OC)C1=CC=CC=C1)F